4,7,9-Trimethyldecylacetat CC(CCCOC(C)=O)CCC(CC(C)C)C